CS(=O)(=O)C1=CC=C(C=C1)C1=NC(=NC2=C1NC=1C=CC=CC21)C(=O)O 4-(4-methylsulfonylphenyl)-5H-pyrimido[5,4-b]indole-2-carboxylic acid